2-(2,4-difluorophenyl)pyridin FC1=C(C=CC(=C1)F)C1=NC=CC=C1